thiophosphate-D-ribose O=C[C@H](O)[C@H](O)[C@H](O)CO.P(=S)(O)(O)O